CC1=NN2C(N(CCC2)C(CCC(=O)NC2=CC=C(C=C2)C2=CC(=CC=C2)N2CCOCC2)=O)=C1 4-(2-methyl-6,7-dihydropyrazolo[1,5-a]pyrimidin-4(5H)-yl)-N-(3'-morpholinobiphenyl-4-yl)-4-oxobutanamide